ClC1=C(C=CC=C1)N(C(CN(CC=1NC(C2=C(N1)N(N=C2)C)=O)C)=O)C N-(2-chlorophenyl)-N-methyl-2-(methyl((1-methyl-4-oxo-4,5-dihydro-1H-pyrazolo[3,4-d]pyrimidin-6-yl)methyl)amino)acetamide